N-methylarginine CN[C@@H](CCCNC(N)=N)C(=O)O